O[C@@H](CC(=O)O)C |o1:1| R or S-beta-hydroxybutyric acid